tert-butyl (E)-(4-(4-(4-((4-([1,2,4]triazolo[1,5-a]pyridin-7-yloxy)-3-methylphenyl)amino)pyrrolo[2,1-f][1,2,4]triazin-5-yl)piperidin-yl)-4-oxobut-2-en-1-yl)carbamate N=1C=NN2C1C=C(C=C2)OC2=C(C=C(C=C2)NC2=NC=NN1C2=C(C=C1)C1CCN(CC1)C(/C=C/CNC(OC(C)(C)C)=O)=O)C